(R)-1-((2-(2'-Chloro-3'-(3-((3-hydroxypyrrolidin-1-yl)methyl)-1,7-naphthyridin-8-ylamino)-2-methylbiphenyl-3-yl)-7-cyanobenzo[d]oxazol-5-yl)methyl)piperidin ClC1=C(C=CC=C1NC=1N=CC=C2C=C(C=NC12)CN1C[C@@H](CC1)O)C1=C(C(=CC=C1)C=1OC2=C(N1)C=C(C=C2C#N)CN2CCCCC2)C